ClC1=CC=C(C(=N1)C(=O)OC)N[C@H](C)C1=CC(=CC=2C=3N(C(=NC12)CC)C=C(N3)CC)C methyl (R)-6-chloro-3-((1-(2,5-diethyl-9-methylimidazo[1,2-c]quinazolin-7-yl)ethyl)amino)picolinate